(S)-N-(1-(4-fluorophenyl)ethyl)-2-methyl-6-(2-pentanamidobenzo[d]thiazol-6-yl)quinazoline-4-carboxamide FC1=CC=C(C=C1)[C@H](C)NC(=O)C1=NC(=NC2=CC=C(C=C12)C1=CC2=C(N=C(S2)NC(CCCC)=O)C=C1)C